3-[[2-[6-(3-cyclopropyl-1H-1,2,4-triazol-5-yl)-2-azaspiro[3.3]heptane-2-carbonyl]-2-azaspiro[3.3]heptan-6-yl]methyl]-5-(difluoromethyl)-2-pyridone C1(CC1)C1=NNC(=N1)C1CC2(CN(C2)C(=O)N2CC3(C2)CC(C3)CC=3C(NC=C(C3)C(F)F)=O)C1